NC=1C=CC2=C(N=C(O2)C2=CC(=CC=C2)N)C1 5-amino-2-(3-aminophenyl)benzoxazole